FC1=CC=C(C=C1)N1C(C(=C(C=C1C)C)C(=O)N)=O 1-(4-fluorophenyl)-4,6-dimethyl-2-oxopyridine-3-carboxamide